(R)-4-(1-(2-((4-(difluoromethyl)-3-fluorobenzyl)oxy)-3-methylbutanoylamino)cyclopropyl)benzoic acid FC(C1=C(C=C(CO[C@@H](C(=O)NC2(CC2)C2=CC=C(C(=O)O)C=C2)C(C)C)C=C1)F)F